L-2-aminophenylalanine NC1=C(C[C@H](N)C(=O)O)C=CC=C1